tert-Butyl N-[2-[7-fluoro-2-(hydroxymethyl)indan-5-yl]oxy-1-methyl-ethyl]carbamate FC=1C=C(C=C2CC(CC12)CO)OCC(C)NC(OC(C)(C)C)=O